methyl 2-(2-(4-cyclohexyl-1-oxoisoindolin-2-yl)acrylamido)acrylate C1(CCCCC1)C1=C2CN(C(C2=CC=C1)=O)C(C(=O)NC(C(=O)OC)=C)=C